BrC1=CC(=CN1S(=O)(=O)C1=CC(=CC=C1)OCC1CCCC1)CNC 1-(5-bromo-1-((3-(cyclopentylmethoxy)phenyl)sulfonyl)-1H-pyrrol-3-yl)-N-methyl-methylamine